nitro-[1,1'-biphenyl]-4-carboxylic acid [N+](=O)([O-])C1=C(C=CC(=C1)C(=O)O)C1=CC=CC=C1